BrC=1C=C2[C@H](CC(OC2=CC1)(C)C)NC(=O)C=1C=C2[C@@H](CCOC2=CC1)N1\C(\N[C@@](CC1=O)(CCCCO)CC)=N\C(OC(C)(C)C)=O tert-butyl ((R,E)-1-((R)-6-(((S)-6-bromo-2,2-dimethylchroman-4-yl)carbamoyl)chroman-4-yl)-4-ethyl-4-(4-hydroxybutyl)-6-oxotetrahydropyrimidin-2(1H)-ylidene)carbamate